tert-butyl 3-amino-6-((4-(((tert-butoxycarbonyl)amino)methyl)-1H-pyrazol-1-yl)methyl)-4-methoxy-1H-indazole-1-carboxylate NC1=NN(C2=CC(=CC(=C12)OC)CN1N=CC(=C1)CNC(=O)OC(C)(C)C)C(=O)OC(C)(C)C